C(=O)(O)CCN1CCN(CCN(CCN(CC1)CC(=O)O)CC1=[N+](C=CC=C1)[O-])CC(=O)O 2-((7-(2-carboxyethyl)-4,10-bis(carboxymethyl)-1,4,7,10-tetraazacyclododecan-1-yl)methyl)pyridine 1-oxide